1-[3-[4-[1-[2-(dimethylamino)ethyl]pyrazol-4-yl]-1-[4-(trifluoromethoxy)phenyl]pyrazolo[3,4-b]pyridin-3-yl]azetidin-1-yl]-2-fluoro-prop-2-en-1-one CN(CCN1N=CC(=C1)C1=C2C(=NC=C1)N(N=C2C2CN(C2)C(C(=C)F)=O)C2=CC=C(C=C2)OC(F)(F)F)C